6-{[(1R,2R)-2-hydroxycyclohexyl]amino}-8-({6-[4-(morpholine-4-sulfonyl)piperazin-1-yl]pyridin-2-yl}amino)imidazo[1,2-b]pyridazine-3-carbonitrile O[C@H]1[C@@H](CCCC1)NC=1C=C(C=2N(N1)C(=CN2)C#N)NC2=NC(=CC=C2)N2CCN(CC2)S(=O)(=O)N2CCOCC2